BrC=1C=C(C=CC1Cl)N1N=NC=C1 1-(3-bromo-4-chlorophenyl)-1H-1,2,3-triazol